1-(naphthalen-1-yl)cyclopropan-1-amine C1(=CC=CC2=CC=CC=C12)C1(CC1)N